BrC1=CC=C(C(=N1)C(C)(C)O)Cl 2-(6-Bromo-3-chloropyridin-2-yl)propan-2-ol